4-methoxy-2-(1-phenylvinyl)pyridine COC1=CC(=NC=C1)C(=C)C1=CC=CC=C1